CC=1C(=NC=C(C1)C#CC1=CC=CC=C1)N1CC2=CC=C(C=C2C1=O)NC(OC(C)(C)C)=O tert-butyl N-[2-[3-methyl-5-(2-phenylethynyl)-2-pyridyl]-3-oxo-isoindolin-5-yl]carbamate